OC1=C(C=C(C=C1)Cl)SC1=C(C=CC(=C1)Cl)O bis-(2-hydroxy-5-chlorophenyl) thioether